2-[(2R,4aR)-4a,8-dimethyl-2,3,4,5,6,7-hexahydro-1H-naphthalen-2-yl]propan-2-ol C[C@]12CC[C@H](CC2=C(CCC1)C)C(C)(C)O